4-methyl-7-[3-(oxan-2-yloxy)propyl]-2-[3-(trifluoromethoxy)phenoxy]-1H,4H,5H,6H,7H,8H-imidazo[4,5-e][1,4]diazepine-6,8-dione CN1CC(N(C(C2=C1N=C(N2)OC2=CC(=CC=C2)OC(F)(F)F)=O)CCCOC2OCCCC2)=O